N1=CC(=CC=C1)COC(NCC1=CC=C(C=C1)C(=O)NC1=C(C=CC=C1)N)=O 3-pyridinylmethyl[[4-[[(2-aminophenyl)amino]carbonyl]phenyl]methyl]carbamate